(1-(4-Chloro-3-fluorophenyl)-1H-pyrrolo[2,3-b]pyridin-2-yl)(3-fluoroazetidin-1-yl)methanone ClC1=C(C=C(C=C1)N1C(=CC=2C1=NC=CC2)C(=O)N2CC(C2)F)F